N-(1-Isopropyl-5-oxopyrrolidin-3-yl)-2-(2-methylphenyl)acetamid C(C)(C)N1CC(CC1=O)NC(CC1=C(C=CC=C1)C)=O